4-bromo-N,N-bis(4-methoxybenzyl)pyrimidin-2-amine BrC1=NC(=NC=C1)N(CC1=CC=C(C=C1)OC)CC1=CC=C(C=C1)OC